(R)-pyrrolidin-3-yl-carbamic acid tert-butyl ester C(C)(C)(C)OC(N[C@H]1CNCC1)=O